3-amino-N-(azetidin-3-yl)-7-(2-chloro-6-methyl-phenyl)isoquinoline-4-carboxamide NC=1N=CC2=CC(=CC=C2C1C(=O)NC1CNC1)C1=C(C=CC=C1C)Cl